CC(O[SiH](OC)C1=CC=CC=C1)C dimethyl-phenyl-dimethoxysilane